NC1=NC=CC=C1C1=NC=2C(=NC(=CC2)C2=CC=CC=C2)N1C1=CC=C(CN2CCN(CC2)C2=C(C(=C(C=O)C=C2)O)F)C=C1 4-(4-(4-(2-(2-Aminopyridin-3-yl)-5-phenyl-3H-imidazo[4,5-b]pyridin-3-yl)benzyl)piperazin-1-yl)-3-fluoro-2-hydroxybenzaldehyde